C1(CC1)CN1N=NC(=C1)CC=1C(=NN(C1)C)CC1=C(C=C(C=C1)F)C(=C)OCC 1-(cyclopropylmethyl)-4-((3-(2-(1-ethoxyvinyl)-4-fluorobenzyl)-1-methyl-1H-pyrazol-4-yl)methyl)-1H-1,2,3-triazole